OC1=C(C=CC(=C1)OCCCCCCCC)C1=NC(=NC(=N1)C1=C(C=C(C=C1)C(C)(C)C)C(C)(C)C)C1=C(C=C(C=C1)C(C)(C)C)C(C)(C)C 2-(2-hydroxy-4-octoxyphenyl)-4,6-bis(2,4-di-tert-butylphenyl)-s-triazine